ClC1=CC(=C(C=C1)N1CCC2(CN(C2)C(=O)N2CC3(C2)CC(C3)C3=NN=C(N3)C3CC3)CC1)F [7-(4-Chloro-2-fluoro-phenyl)-2,7-diazaspiro[3.5]nonan-2-yl]-[6-(5-cyclopropyl-4H-1,2,4-triazol-3-yl)-2-azaspiro[3.3]heptan-2-yl]methanone